(R)-1-(cyclopropylmethyl)-7-(2-hydroxypropoxy)-1H-indole-2-carboxylic acid ethyl ester C(C)OC(=O)C=1N(C2=C(C=CC=C2C1)OC[C@@H](C)O)CC1CC1